o-fluorobenzylguanidine FC1=C(CNC(=N)N)C=CC=C1